C(C)(C)(C)OC(=O)N1[C@@H](CC=C1)C(=O)O (S)-1-(tert-butyloxycarbonyl)-2,3-dihydro-1H-pyrrole-2-carboxylic acid